N-((6-(2-chloro-3-(3-chloro-2-(4-(((4,4-difluorocyclohexyl)amino)methyl)-3-methoxyphenyl)pyridin-4-yl)phenyl)-2-methoxypyridin-3-yl)methyl)-4,4-difluorocyclohexan-1-amine ClC1=C(C=CC=C1C1=C(C(=NC=C1)C1=CC(=C(C=C1)CNC1CCC(CC1)(F)F)OC)Cl)C1=CC=C(C(=N1)OC)CNC1CCC(CC1)(F)F